α-methylene-β-methyl-γ-methyl-γ-butyrolactone C=C1C(=O)OC(C1C)C